ClC1=CC2=C(CCO[C@]23C[C@@H](N(CC3)CC=3C=NC(=NC3)Cl)C)S1 (2'S,4R)-2-chloro-1'-[(2-chloropyrimidin-5-yl)methyl]-2'-methyl-spiro[6,7-dihydrothieno[3,2-c]pyran-4,4'-piperidine]